FC1=CC=C(C=C1)NC=1C=C(C=CC1)N1N=NC(=C1)CNC1=CC(=NC=C1)C(F)(F)F N-((1-(3-((4-Fluorophenyl)amino)phenyl)-1H-1,2,3-triazol-4-yl)methyl)-2-(trifluoromethyl)pyridin-4-amine